PYRROLIDINYL-AMIDE N1(CCCC1)[NH-]